2-(2-(2-(2-((2-(2,6-dioxopiperidin-3-yl)-1,3-dioxoisoindolin-5-yl)oxy)ethoxy)ethoxy)ethoxy)-5-(5-methyl-5H-pyrido[4,3-b]indol-7-yl)nicotinonitrile O=C1NC(CCC1N1C(C2=CC=C(C=C2C1=O)OCCOCCOCCOC1=C(C#N)C=C(C=N1)C=1C=CC=2C3=C(N(C2C1)C)C=CN=C3)=O)=O